O=C1NC=C(C(N1)=O)N1N=C2N=CN=C(C2=C1)N1CC(CC1)OC1=CC=C(C=N1)C#N 6-[1-[2-(2,4-Dioxo-1H-pyrimidin-5-yl)pyrazolo[3,4-d]pyrimidin-4-yl]pyrrolidine-3-yl]oxypyridine-3-carbonitrile